BrC=1C=CC(=NC1)N1N=NC(=C1C1CC1)C(=O)OCC ethyl 1-(5-bromopyridin-2-yl)-5-cyclopropyl-1H-1,2,3-triazole-4-carboxylate